COC1=CC=C(C=N1)CN1[C@H](CN(C[C@H]1C)C(=O)OC(C)(C)C)C tert-butyl (3S,5R)-4-((6-methoxypyridin-3-yl)methyl)-3,5-dimethylpiperazine-1-carboxylate